FC(C=O)([C@H](O)[C@H](O)CO)F 2-deoxy-2,2-difluoro-D-arabinose